4-[5-(4-chlorophenyl)-1-[2-(trifluoromethyl)phenyl]pyrrol-2-yl]benzonitrile ClC1=CC=C(C=C1)C1=CC=C(N1C1=C(C=CC=C1)C(F)(F)F)C1=CC=C(C#N)C=C1